C1(CCCCC1)NC1=CC=C2C(NC(=NC2=C1)CSC1CCOCC1)=O 7-(Cyclohexylamino)-2-(((tetrahydro-2H-pyran-4-yl)thio)methyl)quinazolin-4(3H)-one